C(C)N1N=C(C2=NC(=CC(=C21)C2(CC2)C#N)N2[C@@H](COCC2)C)C2=NNC=C2 (R)-1-(1-ethyl-5-(3-methylmorpholinyl)-3-(1H-pyrazol-3-yl)-1H-pyrazolo[4,3-b]pyridin-7-yl)cyclopropanenitrile